C1(=CC=CC2=CC=CC=C12)N=NC1=CC=C(C2=CC=CC=C12)O 4-(1-naphthylazo)-1-naphthol